ClC1=CC(=C2C=NNC2=C1)C1(C[C@H]2CC(C[C@H]2C1)NC(C)=O)O N-((2r,3aR,5r,6aS)-5-(6-chloro-1H-indazol-4-yl)-5-hydroxyoctahydro-pentalen-2-yl)acetamide